FC(COC=1C=C(C=CC1)C1=NN(C=2C1=NC=C(C2)C(=O)NC2(CS(C2)(=O)=O)C)C(C)C)F 3-[3-(2,2-difluoroethoxy)phenyl]-1-isopropyl-N-(3-methyl-1,1-dioxo-thietan-3-yl)pyrazolo[4,3-b]pyridine-6-carboxamide